CON(C([C@H](CC1=CC=CC=C1)NC(OC(C)(C)C)=O)=O)C tert-Butyl {(2S)-1-[methoxy(methyl)amino]-1-oxo-3-phenylpropan-2-yl}carbamate